S(=O)(=O)(ON1[C@@H]2CC[C@H](N(C1=O)C2)C(NC(CC=2C=NC=NC2)=O)=N)O (2S,5R)-7-oxo-2-(N-(2-(pyrimidin-5-yl) acetyl) carbamimidoyl)-1,6-diazabicyclo[3.2.1]octan-6-yl hydrogen sulfate